4-(5-amino-1H-indazol-3-yl)furan-2-carbonitrile NC=1C=C2C(=NNC2=CC1)C=1C=C(OC1)C#N